C1(=CC=C(C=C1)C(C(C(=O)O)(O)C1=CC=C(C=C1)C)(O)C(=O)O)C (+)-di-p-toluyltartaric acid